FC1=CC=C(C=C1)C1=CC(=C(C=N1)CN)C=1OC(=NN1)CCOC (6-(4-fluorophenyl)-4-(5-(2-methoxyethyl)-1,3,4-oxadiazol-2-yl)pyridin-3-yl)methanamine